C12(CC(C1)C2)COC2=NC=CC=C2 (bicyclo[1.1.1]pentan-1-ylmethoxy)pyridin